3-((Boc)amino)-2-sulfopropionic acid C(=O)(OC(C)(C)C)NCC(C(=O)O)S(=O)(=O)O